N-[4-[(E)-3-[4-[2-Hydroxyethyl(methyl)amino]phenyl]prop-2-enoyl]phenyl]-3-(4-methoxyphenyl)propanamide OCCN(C1=CC=C(C=C1)/C=C/C(=O)C1=CC=C(C=C1)NC(CCC1=CC=C(C=C1)OC)=O)C